1,3,3a,4,5,9b-Hexahydro-2H-benzo[g]indol-2-one N1C(CC2CCC3=C(C12)C=CC=C3)=O